Cl.FC(C=1C=C(C=NC1)N1CC2(CC1=O)CCNCC2)(F)F 2-(5-(trifluoromethyl)pyridin-3-yl)-2,8-diazaspiro[4.5]decan-3-one hydrochloride